C(C1=CC=CC=C1)C=1C=NN2C1N(C(C1=C2CN([C@H](C1)C)C(C1=CC(=C(C=C1)Br)C(F)(F)F)=O)=O)C1=NC=C(C=C1)C1=NN=CN1C (S)-3-benzyl-8-(4-bromo-3-(trifluoromethyl)benzoyl)-7-methyl-4-(5-(4-methyl-4H-1,2,4-triazol-3-yl)pyridin-2-yl)-6,7,8,9-tetrahydropyrazolo[1,5-a]pyrido[4,3-e]pyrimidin-5(4H)-one